NC1=CC=C2CN(C=C21)C=2N=NC(=CN2)C2=C(C=C(C=C2)C=2C=NNC2)O 2-{3-[(3ar,4s,6as)-4-aminocyclopenta[c]pyrrol-2(1H)-yl]-1,2,4-triazin-6-yl}-5-(1H-pyrazol-4-yl)phenol